ClC1=NC=C(C=C1)C1C2N(CC(C=C2)C1)C 7-(2-chloro-5-pyridinyl)-2-methyl-2-azabicyclo[2.2.2]oct-5-ene